OCCC1=C(C=CC=C1)O 2-(2-hydroxyethyl)phenol